5-thiophene-diformaldehyde S1C(=CC=C1C=O)C=O